C(=O)(O)P1(=NP(=NP(=N1)(C(=O)O)C(=O)O)(C(=O)O)C(=O)O)C(=O)O hexacarboxycyclotriphosphazene